C(C)(C)(C)S(=O)N[C@@H]1[C@@H](OCC12CCNCC2)C (3S,4S)-4-(tert-butylsulfinylamino)-3-methyl-2-oxa-8-azaspiro[4.5]decane